C(C)(C)(C)OC(=O)N1CCC(CC1)C=1N=CC=C2C1N(C(=C2)C(=O)OCC)CC2CC2 ethyl 7-(1-(tert-butoxycarbonyl)piperidin-4-yl)-1-(cyclopropylmethyl)-1H-pyrrolo[2,3-c]pyridine-2-carboxylate